(2-chloro-5-fluorophenyl)-5-{[(2,4-dimethoxyphenyl)methyl]amino}-6-hydroxy-3-methyl-7,8-dihydro-6H-pyrrolo[4,3-e]indazol-8-one ClC1=C(C=C(C=C1)F)C1=NN(C=2C=C(C3=C(C12)C(NC3O)=O)NCC3=C(C=C(C=C3)OC)OC)C